N(C(=O)C)C=1N=C2N(N=C(C=C2)C=2C=NC(=C(C(=O)O)C2)OC)C1 5-(2-Acetaminoimidazo[1,2-b]pyridazin-6-yl)-2-methoxynicotinic acid